FC1=NC(=CC=C1C=1C=CC(=C(C1)NC1=NC=NC2=CC(=C(C=C12)OC1CCN(CC1)C(C=C)=O)OC)OC)F 1-(4-((4-((5-(2,6-difluoropyridin-3-yl)-2-methoxyphenyl)amino)-7-methoxyquinazolin-6-yl)oxy)piperidin-1-yl)prop-2-en-1-one